(4-(4-amino-7-methyl-5-(4-((1-oxotetrahydro-1λ6-thiophen-1-ylidene)amino)phenyl)-7H-pyrrolo[2,3-d]pyrimidin-6-yl)phenyl)methacrylamide NC=1C2=C(N=CN1)N(C(=C2C2=CC=C(C=C2)N=S2(CCCC2)=O)C2=CC=C(C=C2)C=C(C(=O)N)C)C